6-chloro-3-((1-(4-ethyl-7-methyl-5-oxo-3-(pyridin-2-yl)-4,5-dihydro-3H-pyrazolo[3,4-c]isoquinolin-9-yl)ethyl)amino)-N-methyl-[2,3'-bipyridine]-6'-carboxamide ClC1=CC=C(C(=N1)C=1C=NC(=CC1)C(=O)NC)NC(C)C=1C=2C3=C(N(C(C2C=C(C1)C)=O)CC)N(N=C3)C3=NC=CC=C3